N-[(pentafluorophenoxy)(((S)-1-(ethoxycarbonyl)-2-ethyl)amino)phosphoryl]-L-alanine ethyl ester C(C)OC([C@@H](NP(=O)(NCCC(=O)OCC)OC1=C(C(=C(C(=C1F)F)F)F)F)C)=O